O[C@@H]1[C@@H](CCCC1)NCC=1C=C2CN(C(C2=CC1)=O)C1C(NC(CC1)=O)=O 3-(5-(((cis-2-Hydroxycyclohexyl)amino)methyl)-1-oxoisoindolin-2-yl)piperidine-2,6-dione